1-((bromomethyl)sulfinyl)-2-methoxybenzene BrCS(=O)C1=C(C=CC=C1)OC